4-(benzodioxan-5-yl)1-(indan-2-yl)piperazine O1CCOC2=C1C=CC=C2N2CCN(CC2)C2CC1=CC=CC=C1C2